ClC1=C(C=CC=C1)CC(=O)C1=CC=NC=C1 2-(2-chlorophenyl)-1-(4-pyridinyl)ethanone